OC1=C(C=C(C=C1)C(C(=O)O)O)OC 2-(4'-hydroxy-3'-methoxyphenyl)-2-hydroxyacetic acid